FC1=CC=C(C=C1)C#CC1=CC=C(C=C1)[C@@H]1[C@@H]2CN(CCCCN2[C@@H]1CO)C(=O)NC1=CC=C(C=C1)OC (8R,9R,10S)-9-{4-[2-(4-fluorophenyl)ethynyl]phenyl}-10-(hydroxymethyl)-N-(4-methoxyphenyl)-1,6-diazabicyclo[6.2.0]decane-6-carboxamide